COC1=NC=C(C=N1)C=1C=C(C=C(C1)S(=O)(=O)C1=CC=CC=C1)N1CCOCC1 4-(3-(2-methoxypyrimidin-5-yl)-5-(phenylsulfonyl)phenyl)morpholine